CC(CCCCCCCCCCC(=O)O)CCCCCC(C)C 12,18-dimethylnonadecanoic acid